ClC=1C=2N(C=C(C1)C(F)(F)F)C=C(N2)CCl 8-chloro-2-(chloromethyl)-6-(trifluoromethyl)imidazo[1,2-a]pyridine